ClC1=CC=C(OC2=CC(=C(C=C2)[C@@](CN2N=CN=C2)(C)O)C(F)(F)F)C=C1 (2R)-2-[4-(4-chlorophenoxy)-2-(trifluoromethyl)phenyl]-1-(1H-1,2,4-triazol-1-yl)propan-2-ol